tert-butyl (R)-2-methyl-4-(1-((2-methyl-[1,2,4]triazolo[1,5-a]pyridin-7-yl)carbamoyl)-2,3-dihydro-1H-pyrrolo[2,3-b]pyridin-4-yl)piperazine-1-carboxylate C[C@H]1N(CCN(C1)C1=C2C(=NC=C1)N(CC2)C(NC2=CC=1N(C=C2)N=C(N1)C)=O)C(=O)OC(C)(C)C